N(=C=O)CCC=C(C(=O)O)C.C(C(=C)C)(=O)OCC ethyl methacrylate (2-isocyanatoethyl methacrylate)